CN1CCN(CC1)NC(N)=O 3-(4-methylpiperazin-1-yl)urea